N-(tert-butyloxycarbonyl)-9-fluoro-7-carbonyl-2,3-dihydro-1H,7H-pyrido[1,2,3-de]quinoxaline-5-carboxylic acid methyl ester COC(=O)C1=CC(C=2C=3N1CCN(C3C=C(C2)F)C(=O)OC(C)(C)C)=C=O